2-(4-bromophenyl)-5-ethyltetrahydro-2H-pyran-2-ol BrC1=CC=C(C=C1)C1(OCC(CC1)CC)O